ClC=1C=CC2=C(N=C(O2)C=2C=C(C=CC2)C(C(=O)N)C2=CC=C(C=C2)OC)C1 (3-(5-chlorobenzo[d]oxazol-2-yl)phenyl)-2-(4-methoxyphenyl)acetamide